ONC(C1=CC=C(C=C1)CN1N=C(C=C1C=1C=C2C(N(C=NC2=CC1)C)=O)C1=C(C=CC=C1)C)=O N-hydroxy-4-{[5-(3-methyl-4-oxo-3,4-dihydroquinazolin-6-yl)-3-(2-methylphenyl)-1H-pyrazol-1-yl]methyl}benzamide